OC1(COC1)C1=CC=C(C(=O)N2CCC(CC2)(C#N)C2=CC=C(C=C2)C(F)(F)F)C=C1 (4-(3-hydroxyoxetan-3-yl)benzoyl)-4-(4-(trifluoromethyl)phenyl)piperidine-4-carbonitrile